C(C1=CC=CC=C1)(C1=CC=CC=C1)(C1=CC=CC=C1)SC1=CC=C(C=C1)\C=C\C1=CC=C(C=C1)SC(C1=CC=CC=C1)(C1=CC=CC=C1)C1=CC=CC=C1 4,4'-di[(trityl)thio]-trans-stilbene